1-isopropyl-4-(4-isopropylphenyl)-6-(prop-2-yn-1-yloxy)quinazolin-2(1H)-one C(C)(C)N1C(N=C(C2=CC(=CC=C12)OCC#C)C1=CC=C(C=C1)C(C)C)=O